FC(C(F)(F)F)(C1=NC(=NC(=N1)C(C(F)(F)F)(F)F)C(C(F)(F)F)(F)F)F 2,4,6-tris(pentafluoroethyl)-1,3,5-triazine